2-ethoxy-1,1,1,3,3,4,4,4-octafluoro-2-(trifluoromethyl)butane C(C)OC(C(F)(F)F)(C(C(F)(F)F)(F)F)C(F)(F)F